(R)-quinuclidin-3-yl (2-(4-fluorophenyl)-3-oxoisoindolin-4-yl)(methyl)carbamate FC1=CC=C(C=C1)N1CC2=CC=CC(=C2C1=O)N(C(O[C@H]1CN2CCC1CC2)=O)C